N1CC(CCC1)C(=O)N piperidine-3-carboxylic acid amide